cyclopentene-1-yl-L-alanine C1(=CCCC1)N[C@@H](C)C(=O)O